1-(sodiooxy)-1,2-dihydropyridine-2-thione [Na]ON1C(C=CC=C1)=S